2-Oxo-1-{3-[3-(pyrimidin-2-ylamino)-propyl]-cyclobutanecarbonyl}-3-(toluene-4-sulfonyl)-imidazolidine-4-carboxylic acid methyl ester COC(=O)C1N(C(N(C1)C(=O)C1CC(C1)CCCNC1=NC=CC=N1)=O)S(=O)(=O)C1=CC=C(C)C=C1